FC(COC1=CC=CC(=N1)C=O)(F)F 6-(2,2,2-trifluoroethoxy)picolinaldehyde